ClC=1C=C2C=C(N=CC2=C(N1)Cl)NC(=O)[C@H]1[C@@H](C1)C |r| (±)-trans-N-(6,8-dichloro-2,7-naphthyridin-3-yl)-2-methyl-cyclopropanecarboxamide